(R)-3-(3-aminospiro[indoline-2,4'-piperidine]-1'-yl)-6-((2,3-dichlorophenyl)thio)pyrazin-2(1H)-one N[C@@H]1C2=CC=CC=C2NC12CCN(CC2)C=2C(NC(=CN2)SC2=C(C(=CC=C2)Cl)Cl)=O